COCC(CCCCCC)(C)COC 1-methoxy-2-(methoxymethyl)-2-methyloctane